tert-butyl 4-(3-fluorobenzyl)-4-methoxypiperidine-1-carboxylate FC=1C=C(CC2(CCN(CC2)C(=O)OC(C)(C)C)OC)C=CC1